4-(2-Amino-2-methylpropanoyl)-N-(1-(4-((6S)-6-(aminomethyl)morpholin-3-yl)phenyl)-2-oxo-1,2-dihydropyrimidin-4-yl)piperazine-1-carboxamide hydrochloride salt Cl.NC(C(=O)N1CCN(CC1)C(=O)NC1=NC(N(C=C1)C1=CC=C(C=C1)C1NC[C@@H](OC1)CN)=O)(C)C